2-propyl-3,5-divinyl-phenol C(CC)C1=C(C=C(C=C1C=C)C=C)O